monocobalt edetate C(N(CC(=O)[O-])CC(=O)[O-])CN(CC(=O)[O-])CC(=O)[O-].[Co+4]